Decane-8-yl methacrylate C(C(=C)C)(=O)OC(CCCCCCC)CC